C(C)(=O)N1CCN(CC1)CC1=CC=C(C=C1)N(S(=O)(=O)CC)CC1=NC=C(C=C1)C(=O)NN N-(4-((4-acetylpiperazin-1-yl)methyl)phenyl)-N-((5-(hydrazinecarbonyl)pyridin-2-yl)methyl)ethanesulfonamide